ethyl 4-fluoro-2-oxo-1H-pyridine-3-carboxylate FC1=C(C(NC=C1)=O)C(=O)OCC